C(C)[Si](CC)(CC)C(=O)C=1C(=CC=CC1)C o-tolyl (triethylsilyl) ketone